6-(2-(7,8-dimethyl-[1,2,4]triazolo[1,5-a]pyridin-6-yl)-4-fluoro-3-isopropyl-1H-pyrrolo[2,3-c]pyridin-5-yl)-2,6-diazaspiro[3.3]heptane-2-carboxylic acid tert-butyl ester C(C)(C)(C)OC(=O)N1CC2(C1)CN(C2)C=2C(=C1C(=CN2)NC(=C1C(C)C)C=1C(=C(C=2N(C1)N=CN2)C)C)F